CS(=O)(=O)C=1N=CC2=C(N1)N(C(=C2)C#N)[C@H]2COC[C@@H]2C 2-methylsulfonyl-7-[(3R,4R)-4-methyltetrahydrofuran-3-yl]pyrrolo[2,3-d]pyrimidine-6-carbonitrile